pyrophosphate lead [Pb+4].[O-]P([O-])(=O)OP(=O)([O-])[O-]